N-(3-(4-methyl-1H-imidazol-1-yl)-5-(trifluoromethyl)phenyl)penta-2,4-dienamide CC=1N=CN(C1)C=1C=C(C=C(C1)C(F)(F)F)NC(C=CC=C)=O